((5-(2-(2,6-dioxopiperidin-3-yl)-1-oxoisoindolin-4-yl)oxazol-2-yl)methyl)picolinamide O=C1NC(CCC1N1C(C2=CC=CC(=C2C1)C1=CN=C(O1)CC=1C(=NC=CC1)C(=O)N)=O)=O